C(C1=CC=CC=C1)OC(=O)N[C@H](C(=O)OC(C)(C)C)[C@@H](CC=C)CO (2S,3R)-tert-Butyl 2-(benzyloxycarbonylamino)-3-(hydroxymethyl)hex-5-enoate